tert-Butyl 4-(6,6-difluoro-2-methylhexahydropyrrolo[3,2-c]pyrazol-1(2H)-yl)-2,2-dimethylbutanoate FC1(CNC2C1N(N(C2)C)CCC(C(=O)OC(C)(C)C)(C)C)F